tert-butyl 2-((3-(1-(4-cyclobutoxyphenyl)cyclopropyl)-1,2,4-oxadiazol-5-yl)methyl)acrylate C1(CCC1)OC1=CC=C(C=C1)C1(CC1)C1=NOC(=N1)CC(C(=O)OC(C)(C)C)=C